allylcaproate C(C=C)OC(CCCCC)=O